4-phenylpyridin-2-yl triflate O(S(=O)(=O)C(F)(F)F)C1=NC=CC(=C1)C1=CC=CC=C1